2,2',3,3',5,5'-hexamethyl-4,4'-biphenol CC1=C(C=C(C(=C1C)C1=C(C(=C(C=C1C)O)C)C)C)O